4-cyclopropyl-1,5-naphthyridin-3-amine C1(CC1)C1=C(C=NC2=CC=CN=C12)N